5-phenyl-1,2,4-thiadiazol-3-amine C1(=CC=CC=C1)C1=NC(=NS1)N